COC(CCC1OC(OC1)(C)C)=O (+)-3-(2,2-dimethyl-1,3-dioxolan-4-yl)-trans-propionic acid methyl ester